8-((3S,5R)-3,5-dimethylpiperazin-1-yl)-N-(8-fluoro-2-formylimidazo[1,2-a]pyridin-6-yl)quinoxaline-5-carboxamide 2,2,2-trifluoroacetate FC(C(=O)O)(F)F.C[C@H]1CN(C[C@H](N1)C)C1=CC=C(C=2N=CC=NC12)C(=O)NC=1C=C(C=2N(C1)C=C(N2)C=O)F